C(C#CC)=O 2-BUTYNAL